tert-butyl (8S)-2-chloro-8-methyl-7,8-dihydro-5H-1,6-naphthyridine-6-carboxylate ClC1=NC=2[C@H](CN(CC2C=C1)C(=O)OC(C)(C)C)C